FC1=C2C=CN(C2=C(C=C1)C(=O)NC1CC2(CCC2)C1)CC1=CC=C(C=C1)N1CCOCC1 (Ra)-6-(4-fluoro-1-(4-morpholinobenzyl)-1H-indole-7-carboxamido)spiro[3.3]heptane